3,3'-[1,4,7-triazacyclodecane-1,7-diylbis(methylene)]bis[N-(1,2-dihydroxyethyl)-2-hydroxy-5-methylbenzamide] N1(CCNCCN(CCC1)CC=1C(=C(C(=O)NC(CO)O)C=C(C1)C)O)CC=1C(=C(C(=O)NC(CO)O)C=C(C1)C)O